ClC1=C(C(=CC=C1)OC)N1CCN(CC1)CCCCC1=CNC2=CC=C(C=C12)C#N 3-(4-(4-(2-chloro-6-methoxyphenyl)piperazin-1-yl)butyl)-1H-indole-5-carbonitrile